4-[(2,6-difluorophenyl)methyl]-2-(4-thiazol-5-yloxyphenyl)-1,2,4-triazol-3-one FC1=C(C(=CC=C1)F)CN1C(N(N=C1)C1=CC=C(C=C1)OC1=CN=CS1)=O